C1(=CC=CC=C1)N1CCN(CC1)CC(CC(=O)OCC1=CC=CC=C1)N1CC2(COC2)C1 Benzyl 4-(4-phenylpiperazin-1-yl)-3-(2-oxa-6-azaspiro[3.3]heptan-6-yl)butanoate